[N].[N].C1(CCC(CC1)N1CCCCC1)N1CCCCC1 1,1'-(1,4-Cyclohexanediyl)dipiperidine dinitrogen